(diphenyltriazinyl)[phenyl(dimethylfluorenyl)dibenzofuranyl]Benzene 2,4-bis((9Z,12Z)-octadeca-9,12-dienyloxy)benzyl-4-(dimethylamino)butanoate C(CCCCCCC\C=C/C\C=C/CCCCC)OC1=C(COC(CCCN(C)C)=O)C=CC(=C1)OCCCCCCCC\C=C/C\C=C/CCCCC.C1(=CC=CC=C1)C1=C(C(=NN=N1)C1=C(C=CC=C1)C1=C(C(=CC=2OC3=C(C21)C=CC=C3)C3=CC=CC=C3)C3=C(C(=CC=2C1=CC=CC=C1CC32)C)C)C3=CC=CC=C3